C(C)OC1=C(C=CC(=N1)[C@@H](CS(=O)(=O)C)N1C(NC=2C1=NC=C(C2C)C2=NC=CC=C2)=O)OC (S)-3-(1-(6-ethoxy-5-methoxypyridin-2-yl)-2-(methylsulfonyl)ethyl)-7-methyl-6-(pyridin-2-yl)-1H-imidazo[4,5-b]pyridin-2(3H)-one